NC1=C(C(=CC=C1F)[N+](=O)[O-])N1C[C@@H](CC1)NC(OC(C)(C)C)=O (R)-tert-Butyl 1-(2-amino-3-fluoro-6-nitrophenyl)pyrrolidin-3-ylcarbamate